ONC(CCC1=CC(=NC2=CC=CC=C12)C1=CC(=CC=C1)Cl)=O N-Hydroxy-3-(2-(3-chlorophenyl)quinolin-4-yl)propanamide